(2r,6s)-4-(cinnolin-5-yl)-2,6-dimethylpiperazine-1-carboxylic acid tert-butyl ester C(C)(C)(C)OC(=O)N1[C@@H](CN(C[C@@H]1C)C1=C2C=CN=NC2=CC=C1)C